C(N)(=N)C=1C=C(SC1)CNC(=O)[C@H]1N(C[C@@H](C1)SC)C(CNC(C1=CC=C(C=C1)OC1=CC=CC=C1)=O)=O (2S,4R)-N-((4-carbamimidoylthiophen-2-yl)methyl)-4-(methylthio)-1-((4-phenoxy-benzoyl)glycyl)pyrrolidine-2-carboxamide